(S)-N-(1-amino-3-hydroxy-1-oxopropan-2-yl)-5-((2-hydroxypyridin-3-yl)methoxy)-2-methylbenzofuran-3-carboxamide NC([C@H](CO)NC(=O)C1=C(OC2=C1C=C(C=C2)OCC=2C(=NC=CC2)O)C)=O